N-((1s,3s)-3-(6-((4-(1-(7-(2-(2,6-dioxopiperidin-3-yl)-1,3-dioxoisoindoline-5-yl)-7-azaspiro[3.5]nonan-2-yl)piperidin-4-yl)phenyl)amino)-9H-purin-9-yl)cyclobutyl)-2-phenylacetamide O=C1NC(CC[C@@H]1N1C(C2=CC=C(C=C2C1=O)N1CCC2(CC(C2)N2CCC(CC2)C2=CC=C(C=C2)NC2=C3N=CN(C3=NC=N2)C2CC(C2)NC(CC2=CC=CC=C2)=O)CC1)=O)=O